C1(=CC=CC=C1)C1=NC(=NC(=C1)C1=CC=CC=C1)C=1C=C(C=CC1)C1=CC=C2C=3C=CC(=CC3C3(C2=C1)CCCC3)C#N 7'-(3-(4,6-diphenylpyrimidin-2-yl)phenyl)spiro[cyclopentane-1,9'-fluorene]-2'-carbonitrile